(1R)-5-(3-cyclopropyl-1,2,4-oxadiazol-5-yl)-2,3-dihydro-1H-inden-1-amine hydrochloride salt Cl.C1(CC1)C1=NOC(=N1)C=1C=C2CC[C@H](C2=CC1)N